C(C)C1=C(C(=NN1COCC[Si](C)(C)C)C)C=1C=CC(=NC1)N 5-[5-Ethyl-3-methyl-1-(2-trimethylsilylethoxymethyl)pyrazol-4-yl]pyridin-2-amine